O=C1N(C=CC=C1C(=O)NC=1C=NC(=CC1)C(C(F)F)(C(F)F)O)C1=C(N=NC=C1)OCC(F)(F)F 2-oxo-N-[6-(1,1,3,3-tetrafluoro-2-hydroxypropan-2-yl)pyridin-3-yl]-1-[3-(2,2,2-trifluoroethoxy)pyridazin-4-yl]-1,2-dihydropyridine-3-carboxamide